glycidoxyethyl-trimethoxysilane C(C1CO1)OCC[Si](OC)(OC)OC